8-(3,5-dichlorO-2,4-difluorO-phenyl)-N-(2,3-dihydro-1,4-benzoxazin-4-yl)-7-fluoro-4-[methoxy(methyl)amino]quinoline-3-carboxamide ClC=1C(=C(C=C(C1F)Cl)C=1C(=CC=C2C(=C(C=NC12)C(=O)NN1CCOC2=C1C=CC=C2)N(C)OC)F)F